ClC=1C=CC(=C(C1)C1(CCC1)NC1=NC=C(C=N1)C=1OC(=NN1)C(F)F)F N-(1-(5-chloro-2-fluorophenyl)cyclobutyl)-5-(5-(difluoromethyl)-1,3,4-oxadiazol-2-yl)pyrimidin-2-amine